ClC1=CC(=C(N=N1)C(=O)OC)NC=1C=C2CN(C(C2=CC1)=O)C Methyl 6-chloro-4-((2-methyl-1-oxoisoindol-5-yl)amino)pyridazine-3-carboxylate